7-(Cyclopentylamino)-5-fluoro-2-(((tetrahydro-2H-pyran-4-yl)thio)methyl)quinazolin-4(3H)-one C1(CCCC1)NC1=CC(=C2C(NC(=NC2=C1)CSC1CCOCC1)=O)F